2-(5-ethynyl-6-fluoro-4-(8-fluoro-4-(methyl(((S)-pyrrolidin-2-yl)methyl)amino)-2-(8-methyl-3,8-diazabicyclo[3.2.1]octan-3-yl)pyrido[4,3-d]pyrimidin-7-yl)naphthalen-2-yl)propan-2-ol C(#C)C1=C2C(=CC(=CC2=CC=C1F)C(C)(C)O)C1=C(C=2N=C(N=C(C2C=N1)N(C[C@H]1NCCC1)C)N1CC2CCC(C1)N2C)F